N-(5-((4-((2-(1H-pyrazol-1-yl)phenyl)amino)-5-methylpyrimidin-2-yl)amino)-2-((2-(dimethylamino)ethyl)(methyl)amino)-4-methoxyphenyl)acrylamide 4,5-Dimethyl-1,3-phenylenediacetate CC1=C(C=C(C=C1C)CC(=O)O)CC(=O)O.N1(N=CC=C1)C1=C(C=CC=C1)NC1=NC(=NC=C1C)NC=1C(=CC(=C(C1)NC(C=C)=O)N(C)CCN(C)C)OC